ClC=1C(N(N=CC1NC[C@@H]1COCCC1)C1CCN(CC1)S(=O)(=O)C1=C(N=C(O1)C1CC1)C)=O 4-chloro-2-[1-(2-cyclopropyl-4-methyl-oxazol-5-yl)sulfonyl-4-piperidyl]-5-[[(3R)-tetrahydropyran-3-yl]methylamino]pyridazin-3-one